((2R,3R,4S,5R)-3-(BENZOYLOXY)-5-(2-CHLORO-4-(CYCLOPROPYLAMINO)-7H-PYRROLO[2,3-D]PYRIMIDIN-7-YL)-4-FLUOROTETRAHYDROFURAN-2-YL)METHYL BENZOATE C(C1=CC=CC=C1)(=O)OC[C@H]1O[C@H]([C@H]([C@@H]1OC(C1=CC=CC=C1)=O)F)N1C=CC2=C1N=C(N=C2NC2CC2)Cl